C(C(O)CC(=O)O)(=O)O.O=C(O)CN(C)C(N)=N.O=C(O)CN(C)C(N)=N.O=C(O)CN(C)C(N)=N Tricreatine Malate